ClCC1=NC2=C(N1C1CCC(CC1)OC)C=CC=C2 2-chloromethyl-1-(4-methoxycyclohexyl)-1H-benzo[d]imidazole